C(C)(C)(C)OC(=O)NC[C@@H](CN1[NH+]=CC=C1)O[Si](C)(C)C(C)(C)C 1-((S)-3-((tert-butoxycarbonyl)amino)-2-((tert-butyldimethylsilyl)-oxy)propyl)-1H-pyrazol-2-ium